C(C)OC(=O)C1=CN(CCS1)C1=C2C(=NC=C1)N(C=C2C)COCC[Si](C)(C)C.C[Si](OCC)(OCC)CN2CCNCC2 N-(methyldiethoxysilyl-methyl)piperazine ethyl-4-(3-methyl-1-((2-(trimethylsilyl)ethoxy)methyl)-1H-pyrrolo[2,3-b]pyridin-4-yl)-3,4-dihydro-2H-1,4-thiazine-6-carboxylate